CC1(COC2=C1C(=CC=C2)OC2=NC=C(C=N2)N)C 2-[(3,3-dimethyl-2H-benzofuran-4-yl)oxy]pyrimidin-5-amine